methyl (1r,4r)-1-amino-4-methylcyclohexane-1-carboxylate NC1(CCC(CC1)C)C(=O)OC